NC(C)([C@H](C[C@H](CCCCCCCCCCCCC)O)O)C (3S-5S)-2-amino-2-methyloctadecane-3,5-diol